NC1=NC=CC(=C1)S(=O)(=O)NC1=NC(=C(C=C1)C(F)(F)F)C1=C(C=CC=C1C)C 2-amino-N-(6-(2,6-dimethylphenyl)-5-(trifluoromethyl)pyridin-2-yl)pyridine-4-sulfonamide